[Na+].P(=O)([O-])([O-])[O-].O=C1C(O)=C(O)[C@H](O1)[C@@H](O)CO.[Na+].[Na+] ascorbic acid phosphate sodium salt